ethyl 4-(ethylsulfanyl)-1-methyl-3-(7-(trifluoromethyl) imidazo[1,2-c]pyrimidin-2-yl)-1H-pyrazole-5-carboxylate C(C)SC=1C(=NN(C1C(=O)OCC)C)C=1N=C2N(C=NC(=C2)C(F)(F)F)C1